FC(CCN1N=NC(=C1)C(=O)NCC=1C=NC(=CC1)C)CN1N=NC(=C1)NC(CN1CC(C1)F)=O 1-(3-fluoro-4-{4-[2-(3-fluoroazetidin-1-yl)acetamido]-1H-1,2,3-triazol-1-yl}butyl)-N-[(6-methylpyridin-3-yl)methyl]-1H-1,2,3-triazole-4-carboxamide